C1(=CC=C(C=C1)C=1C2=C(NC1)C=C(C(C(=C2)C(C)(C)C)=O)C(C)(C)C)C2=CC=CC=C2 3-([1,1'-biphenyl]-4-yl)-5,7-di-tert-butylcyclohepta[b]pyrrol-6(1H)-one